[Si](C1=CC=CC=C1)(C1=CC=CC=C1)(C(C)(C)C)OCC1CC(N(CC1)C(=O)OC(C)(C)C)C(C)(C)O tert-Butyl 4-(((tert-butyldiphenylsilyl)oxy)methyl)-2-(2-hydroxypropan-2-yl)piperidine-1-carboxylate